C(C)(C)(C)N1CC(C(CC1)(F)F)N tert-butyl-3-amino-4,4-difluoropiperidine